FC1=CC(=C(C(=O)OC)C=C1OCCCO)[N+](=O)[O-] methyl 4-fluoro-5-(3-hydroxypropoxy)-2-nitrobenzoate